N-(3-chloro-4-(1H-pyrazol-1-yl)phenyl)-5-cyclopropyl-1-(2-carbonyl-1,2-dihydrobenzo[cd]indole-6-yl)-1H-pyrazole-4-carboxamide ClC=1C=C(C=CC1N1N=CC=C1)NC(=O)C=1C=NN(C1C1CC1)C=1C=2C3=C(C(NC3=CC1)=C=O)C=CC2